C(#N)C1(CC1)CNC(CNC(=O)[C@H]1N(C[C@@H](C1)O)C([C@H](C(C)(C)C)N1N=NC(=C1)C1CC1)=O)=O (2S,4r)-N-[2-[(1-cyanocyclopropyl)methylamino]-2-oxo-ethyl]-1-[(2S)-2-(4-cyclopropyltriazol-1-yl)-3,3-dimethyl-butyryl]-4-hydroxy-pyrrolidine-2-carboxamide